4-(((trifluoromethyl)sulfonyl)oxy)-8-oxa-1-azaspiro[4.5]dec-3-ene-1-carboxylic acid benzyl ester C(C1=CC=CC=C1)OC(=O)N1CC=C(C12CCOCC2)OS(=O)(=O)C(F)(F)F